7-hydroxy-8-(methylamino)phenazine-3-sulfonic acid OC=1C=C2N=C3C=C(C=CC3=NC2=CC1NC)S(=O)(=O)O